FC=1C=CC(=C(C1)O)C1=C2C(=C(N=N1)N[C@H]1CN(CCC1)C)N=CC(=C2)C (R)-5-fluoro-2-(3-methyl-8-((1-methylpiperidin-3-yl)amino)pyrido[2,3-d]pyridazine-5-yl)phenol